2-fluoro-5-(methyl-d3)-4-((7-methyl-8-oxo-9-(tetrahydro-2H-pyran-4-yl)-8,9-dihydro-7H-purin-2-yl)amino)benzamide FC1=C(C(=O)N)C=C(C(=C1)NC1=NC=C2N(C(N(C2=N1)C1CCOCC1)=O)C)C([2H])([2H])[2H]